N1(C=NC=C1)CCOCC=1N=C(SC1)N(CC1=CC(=CC=C1)OC)CC1=CC(=CC=C1)OC 4-((2-(1H-imidazol-1-yl)ethoxy)methyl)-N,N-bis(3-methoxybenzyl)thiazol-2-amine